(E)-3-(2-(Cyclopropylmethoxy)-6-(2-hydroxypropan-2-yl)pyridin-3-yl)-N-(2-oxo-2,3-dihydro-1H-benzo[d]imidazol-4-yl)acrylamid C1(CC1)COC1=NC(=CC=C1/C=C/C(=O)NC1=CC=CC=2NC(NC21)=O)C(C)(C)O